C(#N)C1=C(C2=CC=CC=C2C=C1)CCNC1=CC=NC=N1 6-[2-(2-Cyano-naphthalen-1-yl)-ethylamino]-pyrimidin